2-(3-chloro-4-fluorobenzyl)-6-(2-(methylthio)pyrimidin-4-yl)isoindolin-1-one ClC=1C=C(CN2C(C3=CC(=CC=C3C2)C2=NC(=NC=C2)SC)=O)C=CC1F